N-(4-chlorophenyl)-6-(6-fluoroquinolin-4-yl)-1-azaspiro[2.5]octane-1-sulfonamide ClC1=CC=C(C=C1)NS(=O)(=O)N1CC12CCC(CC2)C2=CC=NC1=CC=C(C=C21)F